tert-Butyl (R)-(1-(4-aminophenyl)piperidin-3-yl)carbamate NC1=CC=C(C=C1)N1C[C@@H](CCC1)NC(OC(C)(C)C)=O